6-(4-amino-2,6-dichlorophenoxy)-2-(5-fluoro-2-methylbenzyl)-3,4-dihydroisoquinolin NC1=CC(=C(OC=2C=C3CCN(CC3=CC2)CC2=C(C=CC(=C2)F)C)C(=C1)Cl)Cl